C1(CC1)N(C(=O)[C@H]1CN(CCC1)C=1C=C(OC(C(=O)N2CCN(CC2)C(=O)OC(C)(C)C)(C)C)C=CC1)CC1=C(C=C(C=C1)C=1C=NNC1)C tert-butyl (R)-4-(2-(3-(3-(cyclopropyl(2-methyl-4-(1H-pyrazol-4-yl)benzyl)carbamoyl)piperidin-1-yl)phenoxy)-2-methylpropanoyl)piperazine-1-carboxylate